5-(3-chloro-2-fluorobenzyl)-N-(6-(5-((4-hydroxy-4-methylpentyl)oxy)-2-methylphenyl)pyrimidin-4-yl)-4H-1,2,4-triazole-3-carboxamide ClC=1C(=C(CC=2NC(=NN2)C(=O)NC2=NC=NC(=C2)C2=C(C=CC(=C2)OCCCC(C)(C)O)C)C=CC1)F